C(C)C=1C=C(C(N(N1)C)=O)C=1C(=CC(=C(C1)NS(=O)(=O)C(F)(F)F)C)C N-[5-(6-ethyl-2-methyl-3-oxo-pyridazin-4-yl)-2,4-dimethyl-phenyl]-1,1,1-trifluoro-methanesulfonamide